(2S)-methyl 2-amino-2-methyl-3-(2-oxopyrrolidin-3-yl)propanoate N[C@](C(=O)OC)(CC1C(NCC1)=O)C